C(C)C1=C(C(CCCC1)=O)CC diethyl-2-cycloheptenone